CC12C(CC(CC1)C2(C)C)=NO 1,7,7-trimethylbicyclo[2.2.1]heptan-2-one oxime